ethyl 5-((1r,3r)-3-aminocyclobutoxy)-2-(trifluoromethyl)benzoate NC1CC(C1)OC=1C=CC(=C(C(=O)OCC)C1)C(F)(F)F